Cl.Cl.C(C(C(C(C(C)O)O)O)O)O hexane-1,2,3,4,5-pentaol dihydrochloride